CS(=O)(=O)OCCOCCOC[C@H](C)N1N=CC(=C1)C1=NN(C2=CC=C(C=C12)O[Si](C)(C)C(C)(C)C)C1OCCCC1 2-[2-[(2S)-2-[4-[5-[tert-butyl(dimethyl)silyl]oxy-1-tetrahydropyran-2-yl-indazol-3-yl]pyrazol-1-yl]propoxy]ethoxy]ethyl methanesulfonate